4-(3-amino-4-methyl-1H-indazol-5-yl)-N-((1R,3S)-3-hydroxycyclopentyl)-3-methylbenzenesulfonamide NC1=NNC2=CC=C(C(=C12)C)C1=C(C=C(C=C1)S(=O)(=O)N[C@H]1C[C@H](CC1)O)C